C1(CC1)N1N=CC(=C1)C1=CC(=C(CN2C(C=3C=CC=NC3C(=C2)C(=O)N[C@@H]2[C@H](CCCC2)O)=O)C(=C1)F)F 6-(4-(1-cyclopropyl-1H-pyrazol-4-yl)-2,6-difluorobenzyl)-N-((1S,2S)-2-hydroxycyclohexyl)-5-oxo-5,6-dihydro-1,6-naphthyridine-8-carboxamide